N-(4-(8-fluoro-1,1-dioxo-2,3-dihydrobenzo[f][1,4]thiazepin-4(5H)-yl)-2,6-dimethylphenyl)-3,3-dimethylbutyramide FC1=CC2=C(CN(CCS2(=O)=O)C2=CC(=C(C(=C2)C)NC(CC(C)(C)C)=O)C)C=C1